5-[4-(1H-Imidazol-1-yl)-1H-pyrrolo[2,3-c]pyridin-7-yl]-N-methyl-N-[(2S,4R)-2-methylpiperidin-4-yl][1,3]thiazolo[5,4-d][1,3]thiazol-2-amin Hydrochlorid Cl.N1(C=NC=C1)C1=C2C(=C(N=C1)C=1SC3=C(N1)SC(=N3)N([C@H]3C[C@@H](NCC3)C)C)NC=C2